Methyl (R)-7-(((1-((benzyloxy)methyl)-2,2-difluorocyclopropyl)methyl)(methyl)amino)heptanoate C(C1=CC=CC=C1)OC[C@]1(C(C1)(F)F)CN(CCCCCCC(=O)OC)C